OC(CN(CCCCCCN(CC(C)O)CC(C)O)CC(C)O)C N,N,N',N'-tetrakis(2-hydroxypropyl)hexane-1,6-diamine